rac-(R)-7-(sec-butoxy)-2-(1-(fluoromethyl)-2-oxabicyclo[2.1.1]hex-4-yl)-6-iodoimidazo[1,2-a]pyrimidine [C@@H](C)(CC)OC1=NC=2N(C=C1I)C=C(N2)C21COC(C2)(C1)CF |r|